1-(2-(Dimethylamino)ethyl)-N-((1,2,3,7-tetrahydro-s-indacen-4-yl)carbamoyl)-1H-pyrazole-3-sulfonamide, potassium salt [K].CN(CCN1N=C(C=C1)S(=O)(=O)NC(NC1=C2CCCC2=CC=2CC=CC12)=O)C